(4-Benzyloxy-4-oxobutyl)-bis[2-(tert-butoxycarbonylamino)ethyl]-(2-tert-butoxy-2-oxo-ethyl)ammonium 6-oxohexyl-undec-10-enoate O=CCCCCCOC(CCCCCCCCC=C)=O.C(C1=CC=CC=C1)OC(CCC[N+](CC(=O)OC(C)(C)C)(CCNC(=O)OC(C)(C)C)CCNC(=O)OC(C)(C)C)=O